The molecule is a retinal which contains an additional double bond between the 3 and 4 positions of the six-membered ring, and in which all of the double bonds in the side chain have the E-configuration. CC1=C(C(CC=C1)(C)C)/C=C/C(=C/C=C/C(=C/C=O)/C)/C